C(C1=CC=CC=C1)OC1=NC(=CC=C1C=1C=C(C(=NC1)N1CCC(CC1)N1CCNCC1)F)OCC1=CC=CC=C1 1-[1-[5-(2,6-dibenzyloxy-3-pyridyl)-3-fluoro-2-pyridyl]-4-piperidyl]piperazine